N-(4-((6-(4-isopropylpiperidin-1-yl)-2-methylpyridin-3-yl)amino)benzyl)-2,6-dioxopiperidine-4-carboxamide C(C)(C)C1CCN(CC1)C1=CC=C(C(=N1)C)NC1=CC=C(CNC(=O)C2CC(NC(C2)=O)=O)C=C1